IC1=CC=C(C=C1)C1=NOC(=N1)CC(C(=O)O)=C ((3-(4-iodophenyl)-1,2,4-oxadiazol-5-yl)methyl)acrylic acid